ClC=1C=C(C=C(C1)[C@@H]1[C@H](C1)C(NC1=NC=NC(=C1)NCC=1N=C2N(C=C(C=C2)C2CC2)C1)=O)NC(OC(C)(C)C)=O |r| rac-tert-butyl (3-chloro-5-((1S*,2S*)-2-((6-(((6-cyclopropylimidazo[1,2-a]pyridin-2-yl)methyl)amino)pyrimidin-4-yl)carbamoyl)cyclopropyl)phenyl)carbamate